FC(C(=O)N1[C@H](CN(C[C@H]1C)C1=NC(N2C3=C(C(=C(C=C13)C(F)(F)F)C1=CC=C(C=C1)F)SC[C@H](C2)OC)=O)C)=C (S)-8-((3S,5R)-4-(2-Fluoroacryloyl)-3,5-dimethylpiperazin-1-yl)-11-(4-fluorophenyl)-3-methoxy-10-(trifluoromethyl)-3,4-dihydro-2H,6H-[1,4]thiazepino[2,3,4-ij]quinazolin-6-one